NC1=NC=C(C2=CC=CC=C12)N1N=CC(=C1C(F)(F)F)C(=O)NC1=CC(=NC=C1)C(F)(F)F 1-(1-aminoisoquinolin-4-yl)-5-(trifluoromethyl)-N-(2-(trifluoromethyl)pyridin-4-yl)-1H-pyrazole-4-carboxamide